(S)-7-bromo-10-ethyl-6-fluoro-2-methyl-9,10-dihydro-8-oxa-2,4,10a-triazanaphtho[2,1,8-cde]azulene-1(2H)-one BrC1=C(C=C2N=CC=3N(C(N4[C@H](COC1=C2C34)CC)=O)C)F